FC(C1=C(C=CC(=C1F)F)N[C@H](C)C1=C2C=C(N(C(C2=CC(=C1)C)=O)C)B1OC(C(O1)(C)C)(C)C)F (R)-5-(1-((2-(difluoromethyl)-3,4-difluorophenyl)amino)ethyl)-2,7-dimethyl-3-(4,4,5,5-tetramethyl-1,3,2-dioxaborolan-2-yl)isoquinolin-1(2H)-one